thiophene-5-carboxamide S1C=CC=C1C(=O)N